FC1(CC1)C1=NC2=C(C=C(C=C2C(N1C)=O)C)\C(\C)=N/[S@](=O)C(C)(C)C (R,Z)-N-(1-(2-(1-fluorocyclopropyl)-3,6-dimethyl-4-oxo-3,4-dihydroquinazolin-8-yl)ethylidene)-2-methylpropane-2-sulfinamide